1-acetyl-N-(5-{1-[4-(trifluoromethyl)phenyl]-1H-pyrazol-4-yl}-1H-indol-3-yl)pyrrolidine-2-carboxamide C(C)(=O)N1C(CCC1)C(=O)NC1=CNC2=CC=C(C=C12)C=1C=NN(C1)C1=CC=C(C=C1)C(F)(F)F